C(C)(C)(C)OC(NC1=CC=C(C=C1)CO)=O N-(4-hydroxymethyl-phenyl)carbamic acid tert-butyl ester